C(C)(C)(C)[C@@H]1C=2C=C(C(N(C2C2=C(C1)N1C(=N2)C(=CC(=C1)OC)OC(F)F)CC1=C(C=C(C=C1)OC)OC)=O)C(=O)O (R)-5-(tert-butyl)-11-(difluoromethoxy)-1-(2,4-dimethoxybenzyl)-9-methoxy-2-oxo-1,2,5,6-tetrahydropyrido[2',1':2,3]imidazo[4,5-h]quinoline-3-carboxylic acid